1-nitro-4-((1-phenylethoxy)methyl)benzene [N+](=O)([O-])C1=CC=C(C=C1)COC(C)C1=CC=CC=C1